tert-butyl (3S)-6-[2-[[ethyl(isopropyl)amino]methyl]-1,3-benzothiazol-5-yl]-3-methyl-3,4-dihydro-2H-pyridine-1-carboxylate C(C)N(C(C)C)CC=1SC2=C(N1)C=C(C=C2)C2=CC[C@@H](CN2C(=O)OC(C)(C)C)C